C(C)(C)(C)OC(=O)N1C[C@H](CC1)N1N=CC(=C1C(=O)OC)Cl Methyl (S)-1-(1-(tert-butoxycarbonyl)pyrrolidin-3-yl)-4-chloro-1H-pyrazole-5-carboxylate